BrC=1C=C(C=2N(C1)N=C(N2)CCl)F 6-bromo-2-(chloromethyl)-8-fluoro-[1,2,4]triazolo[1,5-a]pyridine